(2R,3S,5R)-5-(4-aminopyrrolo[2,1-f][1,2,4]triazin-7-yl)-2-(fluoromethyl)-2-(hydroxymethyl)tetrahydrofuran-3-ol NC1=NC=NN2C1=CC=C2[C@H]2C[C@@H]([C@](O2)(CO)CF)O